1-[1-(fluoromethyl)-2-oxabicyclo[2.2.1]heptan-4-yl]ethanone FCC12OCC(CC1)(C2)C(C)=O